N2-(4-(4-ethoxypiperidin-1-yl)-2-methylphenyl)spiro[3.3]heptane-2,6-diamine C(C)OC1CCN(CC1)C1=CC(=C(C=C1)NC1CC2(C1)CC(C2)N)C